C(C)(=O)OCCN1C(C=CC1=O)=O N-(2-acetoxyethyl)maleimide